OC1=CC=C2CN(C(C2=C1)=O)C 6-Hydroxy-2-methylisoindolin-1-one